3-bromo-5,5-dimethyl-5,6-dihydro-4H-pyrrolo[1,2-b]pyrazole BrC1=C2N(N=C1)CC(C2)(C)C